N[C@H]1CN(CC1)C(=O)OC(C)(C)C (R)-tert-butyl 3-amino-pyrrolidine-1-carboxylate